FC(C1=C(C=NN1)C(=O)N)(F)F 5-trifluoromethyl-1H-pyrazole-4-Formamide